FC(C1=CC(=NO1)\C=C/C1CC2(CN(C2)C(C=C)=O)C1)(F)F 1-{6-[(Z)-2-[5-(trifluoromethyl)-1,2-oxazol-3-yl]ethenyl]-2-azaspiro[3.3]heptan-2-yl}prop-2-en-1-one